1-hydroxy-5-methylbenzamide OC1(C(=O)N)CC=CC(=C1)C